C1(=CC=CC=C1)NCCNC1=CC(=CC=C1)C=1C=NC=C(C1)N[C@@H](C)C1=CC=CC=C1 (S)-N1-phenyl-N2-(3-(5-((1-phenylethyl)amino)pyridin-3-yl)phenyl)ethane-1,2-diamine